(pyridin-2-yl)methane N1=C(C=CC=C1)C